ClC=1C(=NC=C(C(=O)N2CC3(CC2)C=C(C(C(C3)(C)C)=O)C#N)C1)OC 2-(5-chloro-6-methoxynicotinoyl)-9,9-dimethyl-8-oxo-2-azaspiro[4.5]dec-6-ene-7-carbonitrile